ClC1=C(C=CC=C1C1=NC=CC(=C1Cl)C1=NC(=C(C=C1)CNCC1NC(CC1)=O)OC)NC1=NC=CC(=C1F)CN1CCC(CC1)C(=O)O 1-((2-((2-chloro-3-(3'-chloro-6-methoxy-5-((((5-oxopyrrolidin-2-yl)methyl)amino)methyl)-[2,4'-bipyridin]-2'-yl)phenyl)amino)-3-fluoropyridin-4-yl)methyl)piperidine-4-carboxylic acid